FC=1C=C(C=CC1OC1=CC=NC2=CC(=C(N=C12)OC)OCCOC)NC(=O)C=1C(N(C(=CC1)C)C1=CC=C(C=C1)F)=O N-[3-Fluoro-4-[[6-methoxy-7-(2-methoxyethoxy)-1,5-naphthyridin-4-yl]oxy]phenyl]-1-(4-fluorophenyl)-6-methyl-2-oxopyridine-3-carboxamide